NC1=C(C(=O)C2=CC=CC=C2)C=CC(=C1)N 2,4-diaminobenzophenone